tert-butyl (3R)-4-(2-((3-((2,6-dioxopiperidin-3-yl)amino)phenyl)amino)-2-oxoethyl)-3-(trifluoromethyl)piperazine-1-carboxylate hydrobromide Br.O=C1NC(CCC1NC=1C=C(C=CC1)NC(CN1[C@H](CN(CC1)C(=O)OC(C)(C)C)C(F)(F)F)=O)=O